8-oxooctylamide O=CCCCCCCC[NH-]